O=C1NC(CCC1N1C(C2=CC=C(C=C2C1=O)C1N(CCCC1)C(=O)OCC1=CC=CC=C1)=O)=O Benzyl 2-(2-(2,6-dioxopiperidin-3-yl)-1,3-dioxoisoindolin-5-yl)piperidine-1-carboxylate